N-((1-fluorocyclopropyl)methyl)-5-(3-methylimidazo[1,2-b]pyridazin-6-yl)-7H-pyrrolo[2,3-d]pyrimidin-2-amine FC1(CC1)CNC=1N=CC2=C(N1)NC=C2C=2C=CC=1N(N2)C(=CN1)C